C(C)OC(=O)C(CCC)CCCCCC Decane-4-carboxylic acid ethyl ester